FC=1C(=C(C=CC1F)[C@H]1[C@@H](O[C@]([C@H]1C)(C(F)(F)F)C)C1=CC(C(=C(N1)C)[S@@](=O)(=N)C)=O)OC |o1:8,9,11,12,26| rel-6-((2R*,3S*,4S*,5R*)-3-(3,4-difluoro-2-methoxyphenyl)-4,5-dimethyl-5-(trifluoromethyl)tetrahydrofuran-2-yl)-2-methyl-3-((R)-S-methylsulfonimidoyl)pyridin-4(1H)-one